3-(4-Hydroxy-3-methoxyphenyl)-1-(4-hydroxyphenyl)prop-2-en-1-one OC1=C(C=C(C=C1)C=CC(=O)C1=CC=C(C=C1)O)OC